ethyl-1-[[4-[5-(trifluoromethyl)-1,2,4-oxadiazol-3-yl]phenyl]methyl]urea C(C)N(C(=O)N)CC1=CC=C(C=C1)C1=NOC(=N1)C(F)(F)F